5-[(3S,5R)-3,5-dimethylpiperazin-1-yl]-N-(8-ethoxy-2-methyl-imidazo[1,2-a]pyridin-6-yl)pyrido[3,4-b]pyrazine-8-carboxamide C[C@H]1CN(C[C@H](N1)C)C1=NC=C(C=2C1=NC=CN2)C(=O)NC=2C=C(C=1N(C2)C=C(N1)C)OCC